ClC1=NC=2CCCC(C2C=C1)(OC)C(C)C 2-chloro-5-isopropyl-5-methoxy-7,8-dihydro-6H-quinoline